O1C(C1)C1OC(OC1)=O 4-(Oxiran-2-yl)-1,3-dioxolan-2-one